C1(=CC=C(C=C1)C#CC=1SC=CN1)C 2-(p-tolylethynyl)thiazole